C(C1=CC=CC=C1)OC1=CC(=CC2=C1C(=NO2)NS(=O)(=O)C2=C(C=CC=C2OCOC)OC)C(=O)OC methyl 4-(benzyloxy)-3-((2-methoxy-6-(methoxymethoxy)phenyl)sulfonamido)benzo[d]isoxazole-6-carboxylate